aminoacetamidine bromate Br(=O)(=O)O.NCC(=N)N